O=C1NC(CCC1N1C(C2=CC=C(C=C2C1=O)CN1CC2(CN(C2)C(=O)OC(C)(C)C)C1)=O)=O tert-butyl 6-[[2-(2,6-dioxo-3-piperidyl)-1,3-dioxo-isoindolin-5-yl]methyl]-2,6-diazaspiro[3.3]heptane-2-carboxylate